2-mercaptopropyl-ethoxypropoxysilane SC(C[SiH2]OCCCOCC)C